FC=1C(=NC(=NC1)NC1=NC=C(C=C1)C1CCNCC1)C1=C(C=2C(N(C=C(C2S1)C(C)C)C)=O)C 2-(5-Fluoro-2-((5-(piperidin-4-yl)pyridin-2-yl)amino)pyrimidin-4-yl)-7-isopropyl-3,5-dimethylthieno[3,2-c]pyridin-4(5H)-one